4-((2-(3,3-difluorocyclobutyl)-1H-imidazol-4-yl)methyl)-3-fluoropyridine FC1(CC(C1)C=1NC=C(N1)CC1=C(C=NC=C1)F)F